(M,S)-4-(4-Acryloyl-2-methylpiperazin-1-yl)-6,7-dichloro-1-(2-isopropyl-4-methylpyridin-3-yl)pyrido[2,3-d]pyrimidin-2(1H)-one C(C=C)(=O)N1C[C@@H](N(CC1)C=1C2=C(N(C(N1)=O)C=1C(=NC=CC1C)C(C)C)N=C(C(=C2)Cl)Cl)C